(1S)-2-carboxy-1-[(2-{[5-(4-chlorobenzoylamino)-2-[(4-chlorophenyl)methyl]-3-oxo-1,2,4-thiadiazolidin-4-yl]methoxy}-2-oxoethyl)carbamoyl]ethane C(=O)(O)CCC(NCC(=O)OCN1C(N(SC1NC(C1=CC=C(C=C1)Cl)=O)CC1=CC=C(C=C1)Cl)=O)=O